Cl.CCC(CCCCCCC)=O Decan-3-one hydrochloride